Methyl 4-(benzyloxy)-5-methoxy-2-nitrobenzoate C(C1=CC=CC=C1)OC1=CC(=C(C(=O)OC)C=C1OC)[N+](=O)[O-]